FC(C1=NN=C(O1)C1=CC(=C(CN2N=NC(=C2)C=2C=CC(=NC2)N)C=C1F)F)F 5-(1-(4-(5-(difluoromethyl)-1,3,4-oxadiazol-2-yl)-2,5-difluorobenzyl)-1H-1,2,3-triazol-4-yl)pyridin-2-amine